C[Si](C1=CC=C(CN2CCC(CC2)N)C=C1)(C)C (4-(trimethylsilyl)benzyl)piperidin-4-amine